B([O-])([O-])[O-].[Mn+2].B([O-])([O-])[O-].[Mn+2].[Mn+2] manganese(II) borate